(R/S)-alpha-methylbenzylamine C[C@H](C1=CC=CC=C1)N |r|